BrC1=CC=C(C2=C1OC1=C2C=CC=C1)I 4-bromo-1-iododibenzo[b,d]furan